C1=CC=CC=2C3=CC=CC=C3N(C12)C=1C2=C(N=CN1)C1=C(O2)C=CC(=C1)N1C2=CC=CC=C2C=2C=CC=CC12 4,8-di(9H-carbazol-9-yl)-benzofuro[3,2-d]pyrimidine